2-(2-aminopyridin-4-yl)-3-(4-fluorophenyl)-6,7-dihydropyrazolo[1,5-a]pyrazin-4(5H)-one NC1=NC=CC(=C1)C1=NN2C(C(NCC2)=O)=C1C1=CC=C(C=C1)F